N-(4-chlorobenzyl)acridine ClC1=CC=C(CN2C=3C=CC=CC3CC3=CC=CC=C23)C=C1